C(C)(=O)C=1C=C(C=C2C(N(C(=NC12)C1CCN(CC1)C(=O)OC(C)(C)C)C)=O)C tert-butyl 4-(8-acetyl-3,6-dimethyl-4-oxo-3,4-dihydroquinazolin-2-yl)piperidine-1-carboxylate